ClC1=C(N=C(NC1=O)C1=CC(=NC=C1)F)N1CCNC[C@H](C1)C(F)(F)F 5-chloro-2-(2-fluoro-4-pyridinyl)-4-[6R-(trifluoromethyl)-1,4-diazepan-1-yl]-1H-pyrimidin-6-one